P(=O)(=O)[NH3+].[PH4+] Phosphonium (phosphoammonium)